ClC=1C=C(C=C(C1)Cl)NC(=O)C1(OCCS1)C(=O)[O-] 2-[(3,5-dichlorophenyl) carbamoyl]-1,3-oxathiolane-2-carboxylate